OCC(=O)N[C@@H]1CN(C[C@H](C1)O)C1=NC(=NC=C1)C1=CN=C2N1C=C(C=C2)C(F)(F)F 2-hydroxy-N-((3S,5S)-5-hydroxy-1-(2-(6-(trifluoromethyl)imidazo[1,2-a]pyridin-3-yl)pyrimidin-4-yl)piperidin-3-yl)acetamide